[C@H]1([C@H](C([C@@H]([C@@H](C1O)O)O)OP(=O)(O)O)O)O Inositol 1-Monophosphate